BrC1=C2C=CC=NC2=C(C=C1)CBr 5-bromo-8-(bromomethyl)quinoline